CC(CC(=O)N1CNC(CC1C(=O)NCC1=CC=C(C=C1)CC)=O)(C)C 3-(3,3-dimethylbutyryl)-N-(4-ethylbenzyl)-6-oxohexahydropyrimidine-4-carboxamide